C(C)(C)(C)NC1=NC=C(C(=N1)N[C@H]1C[C@@H]([C@H](CC1)C)O)C(=O)N 2-(tert-butylamino)-4-((1R,3S,4S)-3-hydroxy-4-methylcyclohexylamino)pyrimidine-5-carboxamide